BrCCC(=O)NCCCC[C@H](N)C(=O)O N6-(3-bromopropionyl)-L-lysine